C(CCCCC)[Al](CCCCCC)Cl Di-n-hexylaluminum monochloride